cis-hexahydro-2H-cyclopenta[b]furan-6-ol O1C2C(CC1)CCC2O